4-(3-phenylureido)phenyl-4-phenylaminobenzenesulfonate C1(=CC=CC=C1)NC(NC1=CC=C(C=C1)OS(=O)(=O)C1=CC=C(C=C1)NC1=CC=CC=C1)=O